C(C)(C)(C)OC(=O)N1CCC2(CC(C2)CN2C=NC3=CC=C(C=C3C2=O)OC2=C(C(=CC=C2F)F)C#N)CC1.FC(C(C=C)(F)F)(F)F pentafluorobutene tert-butyl-2-[[6-(2-cyano-3,6-difluoro-phenoxy)-4-oxo-quinazolin-3-yl]methyl]-7-azaspiro[3.5]nonane-7-carboxylate